3-bromo-5-fluoropyridinecarboxylic acid methyl ester COC(=O)C1=NC=C(C=C1Br)F